C(C)(C)(C)C=1C=C(CN(C(CN(S(=O)(=O)C2=C(C(=C(C(=C2F)F)F)F)F)CC2=C(C(=CC(=C2F)F)F)F)=O)C2=C(C=C(C(=O)O)C=C2)OC)C=C(C1)C1CC1 4-(N-(3-(tert-butyl)-5-cyclopropylbenzyl)-2-(N-(2,3,5,6-tetrafluorobenzyl)-(2,3,4,5,6-pentafluoro-phenyl)sulfonamido)acetamido)-3-methoxybenzoic acid